N-(6-(4-cyanophenyl)thiazolo[4,5-b]pyrazin-2-yl)-5'-methoxy-6-methyl-2'-(Trifluoromethyl)-[4,4'-bipyridyl]-3-carboxamide C(#N)C1=CC=C(C=C1)C=1N=C2C(=NC1)N=C(S2)NC(=O)C=2C=NC(=CC2C2=CC(=NC=C2OC)C(F)(F)F)C